BrC=1NC2=CC=CC(=C2C1CCN(C)C)CS(=O)(=O)NC 1-(2-bromo-3-(2-(dimethylamino)ethyl)-1H-indol-4-yl)-N-methylmethanesulfonamide